7-bromo-1-(prop-2-yl)-1,2,3,4-tetrahydroquinolin-4-one BrC1=CC=C2C(CCN(C2=C1)C(C)C)=O